(2-(4'-(2-(1-benzyl-1H-1,2,3-triazol-4-yl)ethyl)-[1,1'-biphenyl]-4-yl)propan-2-yl)carbamic acid quinuclidin-3-yl ester N12CC(C(CC1)CC2)OC(NC(C)(C)C2=CC=C(C=C2)C2=CC=C(C=C2)CCC=2N=NN(C2)CC2=CC=CC=C2)=O